ClC(C1=NC(=NO1)C1=CC=C(CNC(C)C)C=C1)(F)F N-(4-{5-[chloro(difluoro)methyl]-1,2,4-oxadiazol-3-yl}benzyl)isopropanamine